benzyl 1-(4-(2-(diphenylmethylene)hydrazinyl)phenyl)-2,2,2-trifluoroethylcarbamate C1(=CC=CC=C1)C(=NNC1=CC=C(C=C1)C(C(F)(F)F)NC(OCC1=CC=CC=C1)=O)C1=CC=CC=C1